(2-Ethylbenzofuran-3-yl-4,5,6,7-d4)(4-hydroxyphenyl)methanone C(C)C=1OC2=C(C1C(=O)C1=CC=C(C=C1)O)C(=C(C(=C2[2H])[2H])[2H])[2H]